(R)-N-(3-Methyl-1,1-dioxidothietan-3-yl)-5-((5-(2,2,2-trifluoro-1-hydroxyethyl)-3-(2,2,2-trifluoroethoxy)pyridin-2-yl)oxy)pyrazolo[1,5-a]pyridine-2-carboxamide CC1(CS(C1)(=O)=O)NC(=O)C1=NN2C(C=C(C=C2)OC2=NC=C(C=C2OCC(F)(F)F)[C@H](C(F)(F)F)O)=C1